ClC=1C=C(C=C(C1OC=1N=C(C(NC1)=O)C(C)C)Cl)N1N=C(C(NC1=O)=O)C#N 2-(3,5-dichloro-4-((6-isopropyl-5-oxo-4,5-dihydropyrazin-2-yl)oxy)phenyl)-3,5-dioxo-2,3,4,5-tetrahydro-1,2,4-triazine-6-carbonitrile